4-((3'-(5-(Hydroxymethyl)picolinamido)-2,2-dimethyl-[1,1'-biphenyl]-3-yl)carbamoyl)-2-methylbenzenesulfonyl fluoride OCC=1C=CC(=NC1)C(=O)NC=1C=C(C=CC1)C=1C(C(C=CC1)NC(=O)C1=CC(=C(C=C1)S(=O)(=O)F)C)(C)C